Cl.O1C(=NC=C1)CN oxazol-2-ylmethanamine hydrochloride